C(=O)(O)C1=CC=CC2=C(C=CC=C12)C(=O)O 1,5-dicarboxyl-naphthalene